FC1=CC=C(C=C1)C1=CC=2C3=C(C=NC2C=C1)N(C(N3C=3C(=NC=NC3)C)=N)C 8-(4-Fluorophenyl)-3-methyl-1-(4-methylpyrimidin-5-yl)-1,3-dihydro-2H-imidazo[4,5-c]quinolin-2-imine